C(CCCCCCCCC)S Decanthiol